C(#N)C=1C=CC(=C2C=CC=NC12)N1C[C@@]2(C[C@@]2(C1)C(F)(F)F)C(=O)OCC1(CCN(CC1)C(=O)OC(C)(C)C)O |o1:14,16| (1-(tert-Butoxycarbonyl)-4-hydroxypiperidin-4-yl)methyl (1S,5R) or (1R,5S)-3-(8-cyanoquinolin-5-yl)-5-(Trifluoromethyl)-3-azabicyclo[3.1.0]hexane-1-carboxylate